2-(2-methoxyphenyl)-3-oxo-2,3-dihydropyridazine-4-carboxamide COC1=C(C=CC=C1)N1N=CC=C(C1=O)C(=O)N